(rac)-2-[6-amino-5-(difluoromethoxy)pyridin-3-yl]-N-[1-(2-fluorophenyl)cyclobutyl]-6,7-dihydrospiro[pyrazolo[5,1-c][1,4]oxazine-4,3'-pyrrolidine]-1'-carboxamide NC1=C(C=C(C=N1)C1=NN2C(=C1)[C@@]1(CN(CC1)C(=O)NC1(CCC1)C1=C(C=CC=C1)F)OCC2)OC(F)F |r|